C1(=CC=CC=C1)C1=C2C=CC=CC2=C(C2=CC=CC=C12)C1=CC=C(C=C1)N1C=2C=CC3=C(C2C=2C4=C(C=CC12)C=CC=C4)C=CC=C3 7-[4-(10-phenyl-9-anthryl)phenyl]-7H-dibenzo[c,g]carbazole